N-cyclopentyl-5-[2-(2-methoxyethoxy)ethoxymethyl]-2-phenyl-1H-indol-7-amine C1(CCCC1)NC=1C=C(C=C2C=C(NC12)C1=CC=CC=C1)COCCOCCOC